1-[4-(2-chloro-4,5-difluorophenyl)piperidin-1-yl]-2-{3-[(2R,6S)-2,6-dimethylmorpholine-4-carbonyl]-5,6-dihydrocyclopenta[c]pyrazol-1(4H)-yl}ethan-1-one ClC1=C(C=C(C(=C1)F)F)C1CCN(CC1)C(CN1N=C(C2=C1CCC2)C(=O)N2C[C@H](O[C@H](C2)C)C)=O